acetaldehyde bis(2-methoxy-1-methylethyl) acetal COCC(C)OC(C)OC(COC)C